ethyl ((S)-2-cyclopropyl-2-(2-((1-(2-(4,4-dimethylpentyl)-5-methoxyphenyl)piperidin-4-yl)methoxy)pyridin-4-yl)ethyl)(methyl)phosphinate C1(CC1)[C@H](CP(OCC)(=O)C)C1=CC(=NC=C1)OCC1CCN(CC1)C1=C(C=CC(=C1)OC)CCCC(C)(C)C